N1CC(C1)NC1=NC=CC(=C1Cl)SC=1N=C(C(=NC1)N1CCC(CC1)(C)CNC(OC(C)(C)C)=O)CO tert-butyl ((1-(5-((2-(azetidin-3-ylamino)-3-chloropyridin-4-yl)thio)-3-(hydroxymethyl)pyrazin-2-yl)-4-methylpiperidin-4-yl)methyl)carbamate